FC[C@H](CO)N1N=CC(=C1)S(=O)(=O)Cl 1-[(1S)-1-(fluoromethyl)-2-hydroxyethyl]pyrazole-4-sulfonyl chloride